FC=1C(=NC(N([C@H]2C[C@H](O)[C@@H](CO)O2)C1)=O)NCCCCCC 5-fluoro-N4-hexyl-2'-deoxycytidine